ethyl 8'-(trifluoromethyl)-1',5'-dihydrospiro[cyclopropane-1,4'-furo[2,3-g]indazole]-7'-carboxylate FC(C1=C(OC=2CC3(C=4C=NNC4C21)CC3)C(=O)OCC)(F)F